N-((R)-1-(3-(difluoromethyl)-2-fluorophenyl)ethyl)-7-methoxy-6-(((S)-pyrrolidin-3-yl)oxy)cinnolin-4-amine FC(C=1C(=C(C=CC1)[C@@H](C)NC1=CN=NC2=CC(=C(C=C12)O[C@@H]1CNCC1)OC)F)F